BrC=1C=C(C(=NC1)[N+](=O)[O-])O[C@H](C)C1=C(C=CC(=C1)F)C1=NC=NN1CC1=CC(=NO1)C1CCC1 (R)-5-((5-(2-(1-((5-bromo-2-nitropyridin-3-yl)oxy)ethyl)-4-fluorophenyl)-1H-1,2,4-triazol-1-yl)methyl)-3-cyclobutylisoxazole